C(C)OC(CC(=O)C=1NN=C2C1C=NCC2)=O 3-(3-ethoxy-3-oxopropanoyl)-6,7-dihydro-2H-pyrazolo[4,3-c]pyridine